C(C(C)C)C=1N=NNC1 4-isobutyl-1H-1,2,3-triazol